C1(CC1)CNNC1=CC=C(C=C1)C(F)(F)F 1-(Cyclopropylmethyl)-2-(4-(trifluoromethyl)phenyl)hydrazine